2-bromo-3-fluoro-4-morpholinyl-benzonitrile BrC1=C(C#N)C=CC(=C1F)N1CCOCC1